(S)-1'-(5-(pyridin-4-ylthio)pyrazin-2-yl)-5,7-dihydrospiro[cyclopenta[b]pyridine-6,4'-piperidin]-5-amine N1=CC=C(C=C1)SC=1N=CC(=NC1)N1CCC2(CC1)[C@@H](C=1C(=NC=CC1)C2)N